Oct-6-en-8-one CCCCCC=CC=O